ClC(CCO)(CC)Cl 3,3-dichloropentanol